4-(((1R,3s,5S)-8-((4-(Difluoromethoxy)phenyl)sulfonyl)-8-azabicyclo[3.2.1]octan-3-yl)methyl)morpholine FC(OC1=CC=C(C=C1)S(=O)(=O)N1[C@H]2CC(C[C@@H]1CC2)CN2CCOCC2)F